CCCCCCCCC(CCCCCCCC)OC(CCCCCCCNCC(CNC(C)=O)C)=O 8-((3-acetamido-2-methylpropyl)amino)octanoic acid heptadec-9-yl ester